(R)-1-(8-(piperidin-1-yl)-2-((6-(piperidin-4-ylsulfonyl)-5,6,7,8-tetrahydro-1,6-naphthyridin-2-yl)amino)pyrido[3,4-d]pyrimidin-6-yl)ethanol N1(CCCCC1)C1=NC(=CC2=C1N=C(N=C2)NC2=NC=1CCN(CC1C=C2)S(=O)(=O)C2CCNCC2)[C@@H](C)O